P(=O)([O-])([O-])[O-].[Al+3].[Al+3].[Al+3].P(=O)([O-])([O-])[O-].P(=O)([O-])([O-])[O-] trialuminium phosphate